N4-(2-methyl-1H-indol-5-yl)-N2-[2-(5-propoxy-1H-indol-3-yl)ethyl]pyrimidine-2,4-diamine CC=1NC2=CC=C(C=C2C1)NC1=NC(=NC=C1)NCCC1=CNC2=CC=C(C=C12)OCCC